2-(tert-butyl)cyclohexan-1-one C(C)(C)(C)C1C(CCCC1)=O